ClC1=NC=NC=2NC3=CC(=CC=C3C21)C=2CNCC2 4-chloro-7-(2,5-dihydro-1H-pyrrol-3-yl)-9H-pyrimido[4,5-b]indole